NC1=NC2=CC=C(C=C2C(=N1)C(CO)(CC1=CC=CC=C1)C1=NC=CC=N1)C=1C=C(C(N(C1)C)=O)C 5-(2-amino-4-(1-hydroxy-3-phenyl-2-(pyrimidin-2-yl)propan-2-yl)quinazolin-6-yl)-1,3-dimethylpyridine-2(1H)-on